2,2-dimethyl-2,3,4,5-tetrahydrobenzo[f][1,4]oxazepine-8-carbonitrile, hydrochloride Cl.CC1(OC2=C(CNC1)C=CC(=C2)C#N)C